C(C1=CC=CC=C1)(C1=CC=CC=C1)N(NC([C@H](C)NC(OC(C)(C)C)=O)=O)C tert-butyl (S)-(1-(2-benzhydryl-2-methylhydrazineyl)-1-oxopropan-2-yl)carbamate